4-chloro-N-(3-(imidazo[4,5-d]pyrrolo[2,3-b]pyridin-1(6H)-yl)bicyclo[1.1.1]pentan-1-yl)benzene-sulfonamide ClC1=CC=C(C=C1)S(=O)(=O)NC12CC(C1)(C2)N2C=NC=1C2=C2C(=NC1)NC=C2